FC=1C(=C(C=CC1N1CCC(CC1)N1CCNCC1)NC1=NC=C(C(=N1)NC=1C=CC=C2CNC(C12)=O)C(F)(F)F)OC 7-((2-((3-fluoro-2-methoxy-4-(4-(piperazin-1-yl)piperidin-1-yl)phenyl)amino)-5-(trifluoromethyl)pyrimidin-4-yl)amino)isoindolin-1-one